(R)-1-((4-chloro-6-morpholinopyrimidin-2-yl)amino)propan-2-ol ClC1=NC(=NC(=C1)N1CCOCC1)NC[C@@H](C)O